tert-butyl (3R*,4S*)-4-[{[3,5-bis(trifluoromethyl)phenyl](methyl)carbamoyl}(methyl)amino]-3-(4-fluorophenyl)piperidine-1-carboxylate FC(C=1C=C(C=C(C1)C(F)(F)F)N(C(=O)N([C@@H]1[C@@H](CN(CC1)C(=O)OC(C)(C)C)C1=CC=C(C=C1)F)C)C)(F)F |o1:16,17|